O(C=1C=C(C(C(=O)O)=CC1)C(=O)O)C=1C=C(C(C(=O)O)=CC1)C(=O)O 4,4'-Oxodiphthalic acid